C1(CC1)S(=O)(=O)N1N=CC(=C1)C1=NC=CC(=N1)NC1=NC=C(C(=C1)N1CCC(CC1)N1CCN(CC1)C)C#CC1=CSC=C1 (1-(cyclopropylsulfonyl)-1H-pyrazol-4-yl)-N-(4-(4-(4-methylpiperazin-1-yl)piperidin-1-yl)-5-(thiophen-3-ylethynyl)pyridin-2-yl)pyrimidin-4-amine